[B].CN1C(N(C(=C1)C=1C=CC=C(C1C(=O)O)O)CCCC)C=1C=CC=C(C1C(=O)O)O 1-methyl-3-butylimidazolebissalicylic acid boron